chlorine (chlorate) Cl(=O)(=O)[O-].[Cl+]